[Si](C)(C)(C(C)(C)C)OCC1=C(C=C(C=C1)C1(COC1)O)OC 3-(4-(((tert-butyldimethylsilyl)oxy)methyl)-3-methoxyphenyl)oxetan-3-ol